C1(CC1)CN1C(=NC2=C1C=CC=C2)CCNCCC=2OC1=C(C(=NC=C1)NCC1=NC=CC=C1F)N2 2-(2-((2-(1-(cyclopropylmethyl)-1H-benzo[d]imidazol-2-yl)ethyl)amino)ethyl)-N-((3-fluoropyridin-2-yl)methyl)oxazolo[4,5-c]pyridin-4-amine